1-(2-((2R,4aS,4bR,6aS,7S,7aS,8aR,8bR,8cR,10aR)-2-Hydroxy-2,6a-dimethyloctadecahydrocyclopropa[4,5]cyclopenta[1,2-a]phenanthren-7-yl)-2-oxoethyl)-1H-pyrazole-3-carbonitrile O[C@@]1(CC[C@@H]2[C@H]3CC[C@]4([C@H]([C@@H]3CC[C@@H]2C1)[C@H]1[C@@H]([C@@H]4C(CN4N=C(C=C4)C#N)=O)C1)C)C